ClC1=CC=C(C=C1)C=1CC(C(N(N1)C1=CC(=NN1)C)=O)C(=O)OC methyl 6-(4-chlorophenyl)-2-(3-methyl-1H-pyrazol-5-yl)-3-oxo-2,3,4,5-tetrahydropyridazine-4-carboxylate